4,4,5,5-tetramethyl-2-[3-(2,2,2-trifluoroethoxy)phenyl]-1,3,2-dioxaborolane CC1(OB(OC1(C)C)C1=CC(=CC=C1)OCC(F)(F)F)C